FC(C=1C(=CN(C(C1)=O)C)C(=O)NC1=C(C=C(C(=C1)C=1C=NC(=NC1)N1C[C@H](OCC1)C)F)N1C[C@@H](N([C@@H](C1)C)C)C)F |r| 4-(difluoromethyl)-N-[4-fluoro-5-[2-[rac-(2R)-2-methylmorpholin-4-yl]pyrimidin-5-yl]-2-[rac-(3S,5R)-3,4,5-trimethylpiperazin-1-yl]phenyl]-1-methyl-6-oxopyridine-3-carboxamide